(2S,6R)-4-(tert-butoxycarbonyl)-6-hydroxy-6-methyl-1,4-oxazepane-2-carboxylic acid C(C)(C)(C)OC(=O)N1C[C@H](OC[C@](C1)(C)O)C(=O)O